FC1(C(CCNCC1)=O)F 5,5-difluoroazepan-4-one